4-((1-(4-nitrophenyl)-9H-pyrido[3,4-b]indol-3-yl)amino)naphthalene-1,2-dione [N+](=O)([O-])C1=CC=C(C=C1)C1=NC(=CC2=C1NC1=CC=CC=C21)NC2=CC(C(C1=CC=CC=C21)=O)=O